N-[1-[1-[(3R)-2,6-dioxo-3-piperidyl]-3,4-dihydro-2H-quinolin-5-yl]-4-piperidyl]-N-methyl-carbamic acid tert-butyl ester C(C)(C)(C)OC(N(C)C1CCN(CC1)C1=C2CCCN(C2=CC=C1)[C@H]1C(NC(CC1)=O)=O)=O